N1C=CC2=C(C=CC=C12)C1=NC=2C3=CC(=CN=C3OC2C(=N1)N1CCOCC1)CN1[C@@H]2CO[C@H](C1)C2 4-(1H-Indol-4-yl)-6-(morpholin-4-yl)-12-[(1S,4S)-2-oxa-5-azabicyclo[2.2.1]heptan-5-yl-methyl]-8-oxa-3,5,10-triazatricyclo[7.4.0.02,7]trideca-1(13),2(7),3,5,9,11-hexaene